C1CCC(CC1)(C2=CC3=CC=CC=C3S2)N4CCCCC4.C(=C\\C(=O)O)\\C(=O)O The molecule is a maleate salt obtained by reaction of 1-[1-(1-benzothiophen-2-yl)cyclohexyl]piperidine with one equivalent of maleic acid. A potent dopamine re-uptake inhibitor with a behavioral profile different from that of PCP and similar to that of cocaine. It has a role as a dopamine uptake inhibitor. It contains a 1-[1-(1-benzothiophen-2-yl)cyclohexyl]piperidinium(1+).